FC1=CC=C(C=C1)C1=CC=C(S1)CC=1C=C(C=CC1C)C1OC(C(C(C1O)O)O)CO 2-[3-[[5-(4-fluorophenyl)thiophen-2-yl]methyl]-4-methylphenyl]-6-(hydroxymethyl)oxane-3,4,5-triol